COC1=C2C=NNC2=C(C=C1C=1CCNCC1)C(=O)N 4-methoxy-5-(1,2,3,6-tetrahydropyridin-4-yl)-1H-indazole-7-carboxamide